NC1=CC=C(CCN2C(OC(C2=O)CC)C=2C(=NN(C2)C2=CC=C(C=C2)Br)C2=CC=C(C=C2)F)C=C1 3-(4-Aminophenethyl)-2-(1-(4-bromophenyl)-3-(4-fluorophenyl)-1H-pyrazol-4-yl)-5-Ethyloxazolidin-4-one